COC1=CC(=C(C=C1)C=1C(=NN2C1N=C(C=C2NC(CC)CC)C)C)C 3-(4-methoxy-2-methylphenyl)-2,5-dimethyl-N-pentan-3-ylpyrazolo[1,5-a]pyrimidin-7-amine